5-bromo-N-(4-(2-chlorophenyl)thiazol-2-yl)thiophene-2-carboxamide BrC1=CC=C(S1)C(=O)NC=1SC=C(N1)C1=C(C=CC=C1)Cl